(2-(benzo[c][1,2,5]oxadiazol-5-ylmethoxy)-4-((2-fluoro-[1,1'-biphenyl]-3-yl)methoxy)benzyl)-D-serine N=1ON=C2C1C=CC(=C2)COC2=C(CN[C@H](CO)C(=O)O)C=CC(=C2)OCC=2C(=C(C=CC2)C2=CC=CC=C2)F